N-(6-fluorotetralin-1-yl)-3-(2-methyl-4-pyridyl)-1H-indazol-5-amine FC=1C=C2CCCC(C2=CC1)NC=1C=C2C(=NNC2=CC1)C1=CC(=NC=C1)C